(3E)-6-(propoxymethoxy)-3-hexenylmagnesium bromide C(CC)OCOCC/C=C/CC[Mg]Br